methyl 6-formyl-1-methyl-1H-benzo[d]imidazole-4-carboxylate C(=O)C=1C=C(C2=C(N(C=N2)C)C1)C(=O)OC